FC(CC[C@H]1N(S(C2=C(N(C1)C1=CC=CC=C1)N=C(C(=C2)OCC2(CC2)C(=O)OCC)SC)(=O)=O)C)(C)F (R)-ethyl 1-(((3-(3,3-difluorobutyl)-2-methyl-7-(methylthio)-1,1-dioxido-5-phenyl-2,3,4,5-tetrahydropyrido[2,3-f][1,2,5]thiadiazepin-8-yl)oxy)methyl)cyclopropanecarboxylate